Cl.ClC1=CC(=C(COC2=NC=CC(=N2)C2CCNCC2)C=C1)F ((4-chloro-2-fluorobenzyl)oxy)-4-(piperidin-4-yl)pyrimidine hydrochloride